Di-Tert-Butyl 2,2'-(1,2-bis(2-(2,5-dioxo-2,5-dihydro-1H-pyrrol-1-yl)acetyl)hydrazine-1,2-diyl)diacetate O=C1N(C(C=C1)=O)CC(=O)N(N(C(CN1C(C=CC1=O)=O)=O)CC(=O)OC(C)(C)C)CC(=O)OC(C)(C)C